C(C=C)C1COCCCN1C(=O)OC(C)(C)C tert-butyl 3-allyl-1,4-oxazepane-4-carboxylate